CC1=CC=C(C(=N1)C1=NC=CC=N1)C(=O)N1[C@@H]2[C@@H](C[C@H](C1)CC2)NC2=NC=C(C=C2)C (6-methyl-2-(pyrimidin-2-yl)pyridin-3-yl)((1S,4R,6R)-6-((5-methylpyridin-2-yl)amino)-2-azabicyclo[2.2.2]octan-2-yl)methanone